[Fe].N1=CC=CC=C1.N1=CC=CC=C1 Bispyridine iron